3-(3,4-dichloro-2-methyl-2H-indazol-5-yl)-1H-pyrazolo[3,4-d]Pyrimidine-4-carbonitrile-4-d ClC=1N(N=C2C=CC(=C(C12)Cl)C=1NNC2=NC=NC(C21)(C#N)[2H])C